CN1N=NC=2C1=NC=C(C2)C2=NC1=CC(=CC=C1C=C2)[C@@H](O)C2CCOCC2 (S)-(2-(3-methyl-3H-[1,2,3]triazolo[4,5-b]pyridin-6-yl)-7-quinolinyl)(tetrahydro-2H-pyran-4-yl)methanol